17-fluoro-5-{8-methyl-3,8-diazabicyclo[3.2.1]octan-3-yl}-7,11-dioxa-20,23,24-triazapentacyclo[17.5.2.12,6.013,18.022,25]heptacosa-1(24),2,4,6(27),13(18),14,16,19,21,25-decaene FC1=CC=CC=2COCCCOC=3C(=CC=C(C4=NNC5=CN=C(C12)C=C45)C3)N3CC4CCC(C3)N4C